C1(CC12CCNCC2)NC(OCC2=CC=CC=C2)=O benzyl (6-azaspiro[2.5]octan-1-yl)carbamate